CN(C=1C=C(C=CC1)N1N(C(C2=CN=C(N=C12)NC=1C=C2C=NN(C2=CC1)C)=O)CC=C)C1CCN(CC1)C 1-{m-[N-methyl(1-methyl-4-piperidyl)amino]phenyl}-2-allyl-6-(1-methyl-1H-indazol-5-ylamino)-1,2-dihydro-3H-1,2,5,7-tetraazainden-3-one